N-(3-chloro-2-methylphenyl)-2-(methoxymethyl)-6-({[2-(methylsulfonyl)phenyl]carbonyl}amino)-1H-benzimidazole-4-Carboxamide ClC=1C(=C(C=CC1)NC(=O)C1=CC(=CC=2NC(=NC21)COC)NC(=O)C2=C(C=CC=C2)S(=O)(=O)C)C